N-(((9H-fluoren-9-yl)methoxy)carbonyl)-O-((S)-2-hydroxypropyl)-N-methyl-L-serine C1=CC=CC=2C3=CC=CC=C3C(C12)COC(=O)N([C@@H](COC[C@H](C)O)C(=O)O)C